C1(CCC1)OC([C@H](C)N=P(=O)OC1=C(C=CC=C1)OC[C@H]1O[C@H]([C@@]([C@@H]1O)(F)C)N1C(NC(C=C1)=O)=O)=O (S)-2-((((2R,3R,4R,5R)-5-(2,4-dioxo-3,4-dihydropyrimidin-1(2H)-yl)-3-hydroxy-4-methyl-4-fluoro-tetrahydrofurane-2-yl)methoxy)-(phenoxy)-phosphorylamino)propanoic acid cyclobutyl ester